C=C=CC=C n-penta-2,4-dieneene